[N+](=O)([O-])C1=CC(=CC=2C(N=C(SC21)N2CCC1(CC(=NC1=O)C1=CC=CC=C1)CC2)=O)C(F)(F)F 8-Nitro-2-(3-phenyl-1-oxo-2,8-diazaspiro[4.5]dec-2-en-8-yl)-6-(trifluoromethyl)-4H-benzo[e][1,3]thiazin-4-one